Cl.ClC=1C=C(OCCNC2(CCOCC2)C(=O)NC2(CC2)C2=CC=C(C(=O)O)C=C2)C=CC1 4-[1-[[4-[2-(3-Chlorophenoxy)ethylamino]tetrahydropyran-4-carbonyl]amino]cyclopropyl]benzoic acid, hydrochloride